NC=1C2=C(N=CN1)N(C(=C2C2=CC(=C(C=C2)OC2=NC(=CC=C2)C)OC)C=2CN(CC2)C(C=C)=O)C 1-(3-(4-amino-5-(3-methoxy-4-((6-methylpyridin-2-yl)oxy)phenyl)-7-methyl-7H-pyrrolo[2,3-d]pyrimidin-6-yl)-2,5-dihydro-1H-pyrrol-1-yl)prop-2-en-1-one